1-(2-(bromomethyl)-4-chlorophenyl)-1H-1,2,3-triazole BrCC1=C(C=CC(=C1)Cl)N1N=NC=C1